Imidazolesulfonate N1C(=NC=C1)S(=O)(=O)[O-]